ClC=1C=CC2=C(N(CC(O2)C(=O)NC23CC(C2)(C3)NC(COC3=CC(=C(C=C3)Cl)F)=O)C(COC(F)(F)F)=O)C1 6-chloro-N-{3-[2-(4-chloro-3-fluorophenoxy)acetamido]bicyclo[1.1.1]pentan-1-yl}-4-[(trifluoromethoxy)acetyl]-3,4-dihydro-2H-1,4-benzoxazine-2-carboxamide